Bis(4-methoxy-3,5-dimethylphenyl)zinc COC1=C(C=C(C=C1C)[Zn]C1=CC(=C(C(=C1)C)OC)C)C